ClC1=C(C=C(C=C1OC)OC)C=1C(N(C2=CC(=NC=C2C1)C=1C=NN(C1)CCN1CCOCC1)CC)=O 3-(2-chloro-3,5-dimethoxyphenyl)-1-ethyl-7-(1-(2-morpholinoethyl)-1H-pyrazol-4-yl)-1,6-naphthyridin-2(1H)-one